C(C)(C)(C)OC(CN1C(=C(C2=CC=C(C(=C12)Cl)Cl)C=1C=NN(C1)C1OCCCC1)/C=C/C(=O)OCC)=O Ethyl (E)-3-[1-(2-tert-butoxy-2-oxo-ethyl)-6,7-dichloro-3-(1-tetrahydropyran-2-ylpyrazol-4-yl)indol-2-yl]prop-2-enoate